COC1=C(C(=NC=C1C)CS(=O)C1=NC2=C(N1)C=CC(=C2)OC(=O)C2CC2)C cyclopropanecarboxylic acid 2-(((4-methoxy-3,5-dimethylpyridin-2-yl) methyl) sulfinyl)-1H-benzo[d]imidazol-5-yl ester